ClC1=C(C=C2C(=C(NC2=C1)C1=NC(=NN1)C(=O)OCC)C=1C=NNC1)OC ethyl 5-(6-chloro-5-methoxy-3-(1H-pyrazol-4-yl)-1H-indol-2-yl)-1H-1,2,4-triazole-3-carboxylate